FC1=CC=C(C=C1)C1=NOC(=C1)C1=CC=CC=C1 3-(4-fluorophenyl)-5-phenylisoxazole